rac-3-(4-(2-methoxyethyl)piperidin-4-yl)-5-(piperidin-1-ylmethyl)-5,6-dihydro-1,4,2-dioxazine COCCC1(CCNCC1)C1=NOC[C@H](O1)CN1CCCCC1 |r|